1-((3s,4R)-4-(3,4-difluorophenyl)-1-(1H-pyrazol-4-yl)pyrrolidin-3-yl)-3-(3-((R)-2,3-dihydroxypropoxy)-4-methyl-1-phenyl-1H-pyrazol-5-yl)urea FC=1C=C(C=CC1F)[C@H]1[C@@H](CN(C1)C=1C=NNC1)NC(=O)NC1=C(C(=NN1C1=CC=CC=C1)OC[C@@H](CO)O)C